The molecule is a resin glycoside that is the pentasaccharide derivative of jalapinolic acid. It has been isolated from Calystegia soldanella. It has a role as a metabolite. It is a macrocyclic lactone, a resin glycoside and a pentasaccharide derivative. It derives from a tiglic acid and a jalapinolic acid. CCCCC[C@H]1CCCCCCCCCC(=O)O[C@@H]2[C@H]([C@@H]([C@H](O[C@H]2OC[C@@H]3[C@H]([C@@H]([C@H]([C@@H](O3)O[C@H]4[C@@H]([C@H](O[C@H]([C@@H]4O[C@H]5[C@@H]([C@@H]([C@H]([C@@H](O5)C)OC(=O)/C(=C/C)/C)O)OC(=O)[C@@H](C)[C@H](C)O)O[C@@H]6[C@H]([C@@H]([C@H](O[C@H]6O1)C)O)O)CO)O)O)OC(=O)[C@@H](C)CC)OC(=O)[C@@H](C)CC)CO)O)O